COC(=O)C1=NOC(C1)(COC)C1=CC(=CC(=C1)OC)OC 5-(3,5-dimethoxy-phenyl)-5-methoxymethyl-4,5-dihydroisoxazole-3-carboxylic acid methyl ester